Cl.ClC=1C=C(C=CC1Cl)N1N=C(C=C1C1=CC=CC=C1)OCCN1CC2=CC=CC=C2CC1 2-{2-[1-(3,4-dichlorophenyl)-5-phenyl-1H-pyrazol-3-yloxy]ethyl}-1,2,3,4-tetrahydroisoquinoline hydrochloride